NC=1C(=C(C=C(C1F)F)NS(=O)(=O)C1=C(C(=CC=C1)Cl)Cl)F N-(3-amino-2,4,5-trifluorophenyl)-2,3-dichlorobenzenesulfonamide